C(C)SC(CC1C(=C(C(CC1)=O)C(CC)=O)O)C [2-(ethylthio)propyl]-2-propionyl-3-hydroxy-2-cyclohexene-1-one